2-Methyl-5-(6-(2-(4-methylpiperazin-1-yl)ethoxy)pyridin-3-yl)aniline CC1=C(N)C=C(C=C1)C=1C=NC(=CC1)OCCN1CCN(CC1)C